5-fluoro-3-isocyanato-2,4-diisopropylpyridine FC=1C(=C(C(=NC1)C(C)C)N=C=O)C(C)C